4-((5-((2-(trimethylsilyl)ethoxy)methyl)-5H-pyrrolo[2,3-b]pyrazin-2-yl)amino)piperidine-1-carboxylic acid tert-butyl ester C(C)(C)(C)OC(=O)N1CCC(CC1)NC=1N=C2C(=NC1)N(C=C2)COCC[Si](C)(C)C